C1(C=CCC1)C(=O)[O-] cyclopent-2-en-1-carboxylat